C(C1=CC=CC=C1)OCCOCCN1N=CC(=C1)C(=O)O (2-(2-(benzyloxy)ethoxy)ethyl)-1H-pyrazole-4-carboxylic acid